P(=O)(O)(O)O[C@H]1[C@H]([C@@H](O[C@@H]1CO)N1C=NC=2C(=O)NC(N)=NC12)OF O-fluoroguanosine-3'-phosphate